N1=CC(=CC2=CC=CC=C12)C(=O)N quinoline-3-carboxylic acid amide